O[C@H](CNC(=O)C=1N=NC(=CC1)NC=1OC(=CN1)C1=CC=C(C=C1)C(F)(F)F)CO (R)-N-(2,3-dihydroxypropyl)-6-((5-(4-(trifluoromethyl)-phenyl)oxazol-2-yl)amino)pyridazine-3-carboxamide